2-chloro-N-[[4-(hydroxymethyl)-1-[4-(trifluoromethoxy)phenyl]pyrazolo[3,4-b]pyridin-3-yl]methyl]prop-2-enamide ClC(C(=O)NCC1=NN(C2=NC=CC(=C21)CO)C2=CC=C(C=C2)OC(F)(F)F)=C